6-cyclopropyl-2-(3-methoxy-2,6-dimethylbenzyl)-5-methylpyridazine-3(2H)-thione C1(CC1)C=1C(=CC(N(N1)CC1=C(C(=CC=C1C)OC)C)=S)C